2-(2-(4-fluorophenyl)butanamido)-4-methylthiophene-3-carboxylic acid methyl ester COC(=O)C1=C(SC=C1C)NC(C(CC)C1=CC=C(C=C1)F)=O